ClC=1C=C(NC2(CCC3(C(=CC4=CC=CC=C34)CC(COC3=C4C(=NC=C3)C=CS4)COC4=C3C(=NC=C4)C=CS3)CC2)C(=O)O)C=CC1 (1r,4r)-4-(3-chloroanilino)-2'-(3-[(thieno[3,2-b]pyridin-7-yl)oxy]-2-{[(thieno[3,2-b]pyridin-7-yl)oxy]methyl}propyl)spiro[cyclohexane-1,1'-indene]-4-carboxylic acid